(S)-N-{(S)-1-[2-(Benzo[d]isoxazol-3-yl)phenyl]-2-(6-bromo-3-fluoropyridine-2-yl)ethyl}-2-methylpropane-2-sulfinamide O1N=C(C2=C1C=CC=C2)C2=C(C=CC=C2)[C@H](CC2=NC(=CC=C2F)Br)N[S@@](=O)C(C)(C)C